CC1(C(OB(O1)C1=CC=C(C=C1)OCC(F)(F)F)(C)C)C tetramethyl-2-[4-(2,2,2-trifluoro-ethoxy)phenyl]-1,3,2-dioxaborolane